BrC1=C(C=C2C(=NC(=NC2=C1F)OC[C@H]1N(CCC1)C)N1CC(CCC1)(O)C)Cl 1-(7-bromo-6-chloro-8-fluoro-2-(((S)-1-methylpyrrolidin-2-yl)methoxy)quinazoline-4-yl)-3-methylpiperidin-3-ol